C1(CC1)OC1=C(C(=C(C(=C1F)F)F)F)S(=O)(=O)NC1=CC=NC=C1 2-cyclopropoxy-3,4,5,6-tetrafluoro-N-(pyridin-4-yl)benzenesulfonamide